methyl (2-((tert-butoxycarbonyl)amino)-2-methylpropyl)(1-(4-fluoro-3-(trifluoromethyl)phenyl)cyclopropyl)carbamate C(C)(C)(C)OC(=O)NC(CN(C(OC)=O)C1(CC1)C1=CC(=C(C=C1)F)C(F)(F)F)(C)C